COC1=C(C=NN1C)NC1=NN(C2=CC(=CC=C12)C(C)(C)O)C(C)C 2-{3-[(5-methoxy-1-methyl-1H-pyrazol-4-yl)amino]-1-(propan-2-yl)-1H-indazol-6-yl}propan-2-ol